O1C(COCC1)C=1C2=C(C(=NC1)OC)N=C(S2)[NH-] (7-[1,4]dioxan-2-yl-4-methoxy-thiazolo[4,5-c]pyridin-2-yl)-amid